C(C)(C)NC([C@@H](CC)N1CCN(CC1)C1=CC(=C2C(=N1)C(=CS2)C(=O)NC)C(F)(F)F)=O |r| (+/-)-5-(4-(1-(isopropylamino)-1-oxobutan-2-yl)piperazin-1-yl)-N-methyl-7-(trifluoromethyl)thieno[3,2-b]pyridine-3-carboxamide